1-(aminomethyl)-N-cyclopropyl-4-methylcyclohexan-1-amine NCC1(CCC(CC1)C)NC1CC1